tert-butyl (2R,3S,4S)-4-[(tert-butoxy carbonyl)oxy]-2-[(4-methoxyphenyl)methyl]-3-{[(2-phenylacetohydrazido)carbonyl]oxy}pyrrolidine-1-carboxylate C(C)(C)(C)OC(=O)O[C@@H]1[C@H]([C@H](N(C1)C(=O)OC(C)(C)C)CC1=CC=C(C=C1)OC)OC(=O)NNC(CC1=CC=CC=C1)=O